O=C1C2(CCN(C2)C2=NC=CC(=C2)N2CCN(CC2)C(=O)OC(C)(C)C)CCCC(N1)=O tert-Butyl 4-[2-(6,8-dioxo-2,7-diazaspiro[4.6]undecan-2-yl)-4-pyridyl]piperazine-1-carboxylate